ClC1=C(C=CC=C1)C(CC1(C(NC2=CC=CC=C12)=O)O)=O 3-(2-(2-chlorophenyl)-2-oxoethyl)-3-hydroxyindolin-2-one